N1(C=CC=C1)C=1C=C(C=CC1)NC(=O)NC1CCN(CC1)CC1=CC=CC=C1 1-(3-(1H-pyrrol-1-yl)phenyl)-3-(1-benzylpiperidin-4-yl)urea